C(C)OC(C(F)(F)C=1NN=C2C1CN([C@@H](C2)C)C(=O)OC(C)(C)C)=O tert-Butyl (6R)-3-(2-ethoxy-1,1-difluoro-2-oxoethyl)-6-methyl-2,4,6,7-tetrahydro-5H-pyrazolo-[4,3-c]pyridine-5-carboxylate